COC=1C=C(C=CC1C=C)NC1CCN(CC1)C(=O)OC(C)(C)C tert-butyl 4-((3-methoxy-4-vinylphenyl)amino)piperidine-1-carboxylate